P(=O)(OC1=C2C(=CNC2=CC=C1)CC([2H])N(C)C)(O)O 3-(2-(dimethylamino)ethyl-2-d)-1H-indol-4-yl dihydrogen phosphate